C1(=CC=CC=C1)C(CC(C)O)(C)C 4-phenyl-4,4-dimethyl-2-butanol